ClC=1C(=C(C(=CC1N1C[C@@](CC1)(OC)CN(C)C)F)S(=O)(=O)NC1=NC(=CC=C1)F)F (S)-3-chloro-4-(3-((dimethylamino)methyl)-3-methoxypyrrolidin-1-yl)-2,6-difluoro-N-(6-fluoropyridin-2-yl)benzenesulfonamide